(E)-tert-butyl 2-(2-(N-((1,2,3,5,6,7-hexahydro-s-indacen-4-yl) carbamoyl) sulfamoyl) vinyl)-azetidine-1-carboxylate C1CCC2=C(C=3CCCC3C=C12)NC(=O)NS(=O)(=O)/C=C/C1N(CC1)C(=O)OC(C)(C)C